1-([1,1'-biphenyl]-4-yl)-N-(4-methyl-1-azabicyclo[3.2.2]non-4-yl)piperidine-4-carboxamide C1(=CC=C(C=C1)N1CCC(CC1)C(=O)NC1(CCN2CCC1CC2)C)C2=CC=CC=C2